diethyl azodi-carboxylate N(=NC(=O)OCC)C(=O)OCC